[Cl-].C(CCCCCCCCCCCCCC)[N+](CCC[Si](OC)(OC)OC)(C)C pentadecyl-dimethyl-(3-trimethoxysilylpropyl)ammonium chloride